1-(1-(((Cyclohexyloxy)carbonyl)oxy)-2-methylpropyl)-5-(4-(hexyloxy)-1,2,5-thiadiazol-3-yl)-1-methyl-1,2,3,6-tetrahydropyridin-1-ium iodide [I-].C1(CCCCC1)OC(=O)OC(C(C)C)[N+]1(CCC=C(C1)C1=NSN=C1OCCCCCC)C